NC1=C2C(=NC=N1)N(N=C2C2=NOC(=C2C2=NC=C(C=N2)C2CCN(CC2)C(=O)OC2CCC(CC2)CCOS(=O)(=O)C)C2CC2)C(C)C (1r,4r)-4-(2-((methylsulfonyl)oxy)ethyl)cyclohexyl 4-(2-(3-(4-amino-1-isopropyl-1H-pyrazolo[3,4-d]pyrimidin-3-yl)-5-cyclopropylisoxazol-4-yl)pyrimidin-5-yl)piperidine-1-carboxylate